1,4,7,10,13,16-hexa(hexadecyl)-1,4,7,10,13,16-hexaazaoctadecane C(CCCCCCCCCCCCCCC)NCCN(CCN(CCN(CCN(CCN(CC)CCCCCCCCCCCCCCCC)CCCCCCCCCCCCCCCC)CCCCCCCCCCCCCCCC)CCCCCCCCCCCCCCCC)CCCCCCCCCCCCCCCC